C(CCCCCCCCCCC)N(CCCNC1=NC(=NC(=N1)NCCCN(CCCCCCCCCCCC)CCCCCCCCCCCC)NCCO)CCCCCCCCCCCC 2-((4,6-bis((3-(didodecylamino)propyl)amino)-1,3,5-triazin-2-yl)amino)ethan-1-ol